OC[C@H](C1=CC=CC=C1)NC1=NC(=NC=C1C=1OC=CN1)NC1=CC(=C(C(=O)NC)C=C1)C 4-[[4-[[(1S)-2-hydroxy-1-phenyl-ethyl]amino]-5-oxazol-2-yl-pyrimidin-2-yl]amino]-N,2-dimethyl-benzamide